C(C)(C)(C1=CC=CC=C1)S(=O)(=O)O Cumyl-sulfonic acid